{[(R)-2,2,5,5-tetramethyl-1,3-dioxan-4-yl]carbonylamino}-1-(2-mercaptoethylamino)-1-propanone CC1(OCC([C@@H](O1)C(=O)NC(C(=O)NCCS)C)(C)C)C